4,4'-bis(9H-carbazol-9-yl)-biphenyl C1=CC=CC=2C3=CC=CC=C3N(C12)C1=CC=C(C=C1)C1=CC=C(C=C1)N1C2=CC=CC=C2C=2C=CC=CC12